C(CC(C)C)N1N=C(C=2C1=NC=C(C2)NC(C=C)=O)C N-(1-isopentyl-3-methyl-1H-pyrazolo[3,4-b]pyridin-5-yl)acrylamide